(4-(1-isopropyl-4-(trifluoromethyl)-1H-imidazol-2-yl)phenyl)methyl-d2-amine C(C)(C)N1C(=NC(=C1)C(F)(F)F)C1=CC=C(C=C1)C([2H])([2H])N